ClC=1C(=NC(=NC1)NC1=CC(=CC(=C1)CN1C[C@H](NCC1)C)C1CC1)C1=CNC2=CC=CC=C12 (R)-5-chloro-N-(3-cyclopropyl-5-((3-methylpiperazin-1-yl)methyl)phenyl)-4-(1H-indol-3-yl)pyrimidine-2-amine